ClC=1C=C(OCC(=O)OCC)C=C(C1CC1=CC(=C(C=C1)OC)N1N=CN=C1)Cl ethyl 2-[3,5-dichloro-4-[[4-methoxy-3-(1,2,4-triazol-1-yl)phenyl]methyl]phenoxy]acetate